piperidin-4-yl-methanol N1CCC(CC1)CO